methyl (1R,3R)-3-[bis(tert-butoxycarbonyl)amino]cyclohexanecarboxylate C(C)(C)(C)OC(=O)N([C@H]1C[C@@H](CCC1)C(=O)OC)C(=O)OC(C)(C)C